C1(C=CC=C1)[W](C1C=CC=C1)(Cl)Cl bis(cyclopentadienyl)tungsten (IV) dichloride